Cl.COC1=NC=CC(=C1)C1=NSC(=N1)[C@@H](C)N (R)-1-(3-(2-methoxypyridin-4-yl)-1,2,4-thiadiazol-5-yl)ethylamine hydrochloride